8-Bromo-2-ethyl-2H-pyrido[4,3-b][1,4]oxazin-3(4H)-one BrC1=CN=CC2=C1OC(C(N2)=O)CC